N-(1-cyano-1-methyl-ethyl)-4-(cyclohexanecarbonylamino)pyridine-2-carboxamide Trans-methyl-4-(4-hydroxy-2-oxopyrimidin-1(2H)-yl)cyclohexane-1-carboxylate COC(=O)[C@@H]1CC[C@H](CC1)N1C(N=C(C=C1)O)=O.C(#N)C(C)(C)NC(=O)C1=NC=CC(=C1)NC(=O)C1CCCCC1